C[Sn](SCCC[Si](OC)(C)OC)(SCCC[Si](OC)(C)OC)C 8,8-dimethyl-3,13-dimethoxy-3,13-dimethyl-2,14-dioxa-7,9-dithia-3,13-disila-8-stannapentadecane